4,6-Di(2,4-xylyl)-1,3,5-triazin C1(=C(C=C(C=C1)C)C)C1=NC=NC(=N1)C1=C(C=C(C=C1)C)C